O1C(=NCC1)C1=C(C=C(C(=C1)C=1OCCN1)C=1OCCN1)C=1OCCN1 1,2,4,5-tetrakis(oxazolinyl)benzene